ClC=1C(=C(C=CC1)NS(=O)(=O)C1=CC=C(S1)S(=O)(=O)N(C)C)N1CCNCC1 N5-(3-chloro-2-piperazin-1-yl-phenyl)-N2,N2-dimethyl-thiophene-2,5-disulfonamide